O=C([C@H](O)[C@@H](O)[C@@H](O)[C@H](O)CO)[O-].[Na+] sodium galactonate